C(C(O)C1=CC=CC=C1)(=O)O.N[C@H]1C[C@H](N(C1)C1=C(C=C(C=C1)F)NC(=O)C1=NC(=NC=C1)C1=C(C=CC=C1OC)F)CO N-(2-((2S,4S)-4-amino-2-(hydroxymethyl)pyrrolidin-1-yl)-5-fluorophenyl)-2-(2-fluoro-6-methoxyphenyl)pyrimidine-4-carboxamide mandelate